C(C(=C)C)(=O)OC(C(O)CO)(CCC[SiH](O[Si](C)(C)C)O[Si](C)(C)C)C methyl-bis(trimethylsilyloxy)silylpropyl-glycerol methacrylate